2-amino-N-(2,3-dihydro-1H-pyrrolo[2,3-b]pyridin-1-yl)-3-methylquinoline-6-carboxamide NC1=NC2=CC=C(C=C2C=C1C)C(=O)NN1CCC=2C1=NC=CC2